C(C1=CC=CC=C1)OCCN[C@H](C)C1=C(C(=C(C(=C1)OC)C1CC1)OC)Cl (1R)-N-[2-(benzyloxy)ethyl]-1-(2-chloro-4-cyclopropyl-3,5-dimethoxyphenyl)ethane-1-amine